5-fluoro-N-isopropyl-N-methyl-2-(3-(1-(2-(1-(methylsulfonyl)piperidin-4-yl)ethyl)piperidin-4-yl)-1H-pyrrolo[2,3-c]pyridin-1-yl)benzamide FC=1C=CC(=C(C(=O)N(C)C(C)C)C1)N1C=C(C=2C1=CN=CC2)C2CCN(CC2)CCC2CCN(CC2)S(=O)(=O)C